(2,2',7,7'-tetrakis[N,N-di(4-methoxyphenyl)amino])-9,9'-spirobifluorene COC1=CC=C(C=C1)N(C1=CC=C(C=C1)OC)C1=CC=2C3(C4=CC(=CC=C4C2C=C1)N(C1=CC=C(C=C1)OC)C1=CC=C(C=C1)OC)C1=CC(=CC=C1C=1C=CC(=CC13)N(C1=CC=C(C=C1)OC)C1=CC=C(C=C1)OC)N(C1=CC=C(C=C1)OC)C1=CC=C(C=C1)OC